C(C)(C)N1CC(CCC1)C1=CC=C(C=C1)C1=CN=C2C=CC(=NC2=C1)C=1C(=NNC1)C1=NC(=CC=C1)C 7-[4-(1-isopropyl-3-piperidyl)phenyl]-2-[3-(6-methyl-2-pyridyl)-1H-pyrazol-4-yl]-1,5-naphthyridine